CC(C)(Cl)Cl methyl-dichloroethane